ClC=1C=C(NC2(CCC3(C(CC4=CC=CC=C34)CCC=O)CC2)C(=O)OC)C=CC1 methyl (1r,4r)-4-(3-chloroanilino)-2'-(3-oxopropyl)-2',3'-dihydrospiro[cyclohexane-1,1'-indene]-4-carboxylate